1-((1-(3-(2,4-dioxotetrahydropyrimidin-1(2H)-yl)phenyl)piperidin-4-yl)methyl)piperidin O=C1N(CCC(N1)=O)C=1C=C(C=CC1)N1CCC(CC1)CN1CCCCC1